CN(C)CC1CN(C1)[C@@H]1CN(CC1)C(=O)OC(C)(C)C tert-Butyl (S)-3-(3-((dimethylamino)methyl) azetidin-1-yl)pyrrolidine-1-carboxylate